ClC=1C(N(C(=CC1OCC1=NC=C(C=C1F)F)C)C1=CC(=NC=C1C)C1=NC(=CC=C1C)C(C)(C)O)=O (P)-3-chloro-4-((3,5-difluoropyridin-2-yl)methoxy)-6''-(2-hydroxypropan-2-yl)-3'',5',6-trimethyl-2H-[1,4':2',2''-terpyridin]-2-one